2-CYCLOPROPYL-2-(METHYLAMINO)PROPANOIC ACID C1(CC1)C(C(=O)O)(C)NC